8-(2-chloro-4-phenoxybenzoyl)-2,2-dimethyl-1,6-dihydrodipyrrolo[2,3-b:2',3'-d]Pyridin-3(2H)-one ClC1=C(C(=O)C2=CNC3=NC=C4C(=C32)NC(C4=O)(C)C)C=CC(=C1)OC1=CC=CC=C1